C(C)(=O)OC1CC2=CC=C3[C@@H]4CC[C@H](C(C)=O)[C@]4(CC[C@@H]3[C@]2(CC1)C)C 3-acetoxy-pregna-5,7-dien-20-one